(4-methylthiazol-5-yl)-2-(pyridin-3-yl)-6-(3-(pyridin-4-yl)propoxy)-1H-inden-1-one CC=1N=CSC1C1=C(C(C2=CC(=CC=C12)OCCCC1=CC=NC=C1)=O)C=1C=NC=CC1